tert-butyl-dimethyl-[2-methyl-5-[2-methyl-4-(4,4,5,5-tetramethyl-1,3,2-dioxaborolan-2-yl)pyrazol-3-yl]oxy-pentoxy]silane C(C)(C)(C)[Si](OCC(CCCOC=1N(N=CC1B1OC(C(O1)(C)C)(C)C)C)C)(C)C